4-bromo-2H-spiro[benzofuran-3,1'-cyclopropane]-7-amine BrC1=CC=C(C2=C1C1(CC1)CO2)N